5-fluoro-1H-pyrazolo[3,4-B]Pyridine-3-carboxylic acid FC=1C=C2C(=NC1)NN=C2C(=O)O